FC1=C(C=C(C(=C1)C1=NC=C(N=C1)N(C)[C@@H]1[C@@H]([C@H]2CC[C@@H](C1)N2)F)O)C2=CC(N(C=C2)C)=O 4-(2-fluoro-4-(5-(((1R,2R,3S,5S)-2-fluoro-8-azabicyclo[3.2.1]octan-3-yl)(methyl)amino)pyrazin-2-yl)-5-hydroxyphenyl)-1-methylpyridin-2(1H)-one